C(C)(C)(C)C1CN(CCC12CC=CC(C2)=O)C(=O)O[C@]2([C@H](C[C@H](CC2)OCC2=CC=C(C=C2)F)CN(C)C)C2=CC(=CC=C2)OC (1R,2R,4s)-2-[dimethylamino]methyl-4-(p-fluorobenzyloxy)-1-(m-methoxyphenyl)cyclohexanol tert-butyl-10-oxo-3-azaspiro[5.5]undec-8-ene-3-carboxylate